FC1=CC=C(C=C1)[C@H]1C2=C(N(C([C@H]1NC(C1=CC(=CC=C1)C)=O)=O)COC)N(N=C2C)C2=CC=CC=C2 N-[(4S,5S)-4-(4-fluorophenyl)-7-(methoxymethyl)-3-methyl-6-oxo-1-phenyl-1H,4H,5H,6H,7H-pyrazolo[3,4-b]pyridin-5-yl]-3-methylbenzamide